methyl 5-[[5-chloro-4-(cyclopentylamino)pyrimidin-2-yl]amino]-2-(5,5-dimethyl-1,3,2-dioxaborinan-2-yl)-3-methyl-benzoate ClC=1C(=NC(=NC1)NC=1C=C(C(=C(C(=O)OC)C1)B1OCC(CO1)(C)C)C)NC1CCCC1